BrC1=C(C(=CC(=C1)F)[N+](=O)[O-])F Bromo-2,5-difluoro-3-nitrobenzene